O1-tert-butyl O2-methyl (2S,4R)-4-[2-(8-chloro-4-oxo-chromen-2-yl)-5-(trifluoromethyl)phenoxy]pyrrolidine-1,2-dicarboxylate ClC=1C=CC=C2C(C=C(OC12)C1=C(O[C@@H]2C[C@H](N(C2)C(=O)OC(C)(C)C)C(=O)OC)C=C(C=C1)C(F)(F)F)=O